CC1=NC=CC(=N1)[C@@H]1CC[C@H](CC1)OC1=C2C=NC=NC2=CC(=C1)N1CCOCC1 4-[5-[trans-4-(2-methylpyrimidin-4-yl)cyclohexyloxy]Quinazolin-7-yl]Morpholine